N1-((S)-4-methyl-1-oxo-1-(((S)-3-oxo-1-((S)-2-oxopyrrolidin-3-yl)-4-(2,3,5,6-tetrafluorophenoxy)butan-2-yl)amino)pentan-2-yl)-N2-((S)-1,2,3,4-tetrahydronaphthalen-1-yl)oxalamide CC(C[C@@H](C(N[C@@H](C[C@H]1C(NCC1)=O)C(COC1=C(C(=CC(=C1F)F)F)F)=O)=O)NC(C(=O)N[C@H]1CCCC2=CC=CC=C12)=O)C